ClC=1C=C(C=CC1F)[C@@H](NC(=O)N1CC(NCC1)=O)C12CCC(CC1)(CC2)C(F)(F)F N-((S)-(3-chloro-4-fluorophenyl)(4-(trifluoromethyl)bicyclo[2.2.2]octan-1-yl)methyl)-3-oxopiperazine-1-carboxamide